CC1(C(C(=CC2(CN(C2)C(CC=2N=NC=C(C2)C(F)(F)F)=O)C1)C#N)=O)C 8,8-dimethyl-7-oxo-2-{[5-(trifluoromethyl)pyridazin-3-yl]acetyl}-2-azaspiro[3.5]non-5-ene-6-carbonitrile